3-(N-(1-cyclohexylethyl)sulfamoyl)-2-methylbenzoic acid C1(CCCCC1)C(C)NS(=O)(=O)C=1C(=C(C(=O)O)C=CC1)C